(naphthalenesulfonate) sodium salt [Na+].C1(=CC=CC2=CC=CC=C12)S(=O)(=O)[O-]